CS(=O)(C)=NC1=CC=CC(=N1)N1C2=NC(=NC=C2[C@]2(COC(C[C@@H]12)(C)C)C)NC1=CC=C(C=C1)C1CCN(CC1)C (1R,9R)-8-[6-[[dimethyl(oxo)-sulfanylidene]amino]-2-pyridyl]-1,11,11-trimethyl-N-[4-(1-methyl-4-piperidyl)phenyl]-12-oxa-4,6,8-triazatricyclo[7.4.0.02,7]trideca-2,4,6-trien-5-amine